N-(3-(dimethylamino)-2,2-dimethylpropyl)methacrylamide CN(CC(CNC(C(=C)C)=O)(C)C)C